NC1=CC=C2CN(C(C2=C1)=O)C1=CC=CC(=N1)C(=O)NN 6-(6-amino-1-oxoisoindol-2-yl)pyridineformylhydrazine